1,3-bis(cyanopropyl)imidazole Chloride 1-(2-chlorophenyl)-2-oxocyclohexyl-methyl-carbamate ClC1=C(C=CC=C1)C1(C(CCCC1)=O)N(C([O-])=O)C.[Cl-].C(#N)CCCN1CN(C=C1)CCCC#N